methyl 4-((6-(tert-butoxycarbonyl) pyridin-3-yl) amino)-6-chloropyridazine-3-carboxylate C(C)(C)(C)OC(=O)C1=CC=C(C=N1)NC1=C(N=NC(=C1)Cl)C(=O)OC